methyl 1-p-toluenesulfonyl-4-(1-p-toluenesulfonyl-1H-pyrrol-2-yl)-1H-pyrrolo[3,2-c]pyridine-6-carboxylate CC1=CC=C(C=C1)S(=O)(=O)N1C=CC=2C(=NC(=CC21)C(=O)OC)C=2N(C=CC2)S(=O)(=O)C2=CC=C(C)C=C2